tert-butyl (2S,6R)-4-(1-((6-ethoxy-2-methyl-2H-benzo[d][1,2,3]triazol-5-yl)carbamoyl)-2,3-dihydro-1H-pyrrolo[2,3-b]pyridin-4-yl)-2,6-dimethylpiperazine-1-carboxylate C(C)OC=1C(=CC=2C(=NN(N2)C)C1)NC(=O)N1CCC=2C1=NC=CC2N2C[C@@H](N([C@@H](C2)C)C(=O)OC(C)(C)C)C